1-(2-hydroxyethyl)methylpiperazine OCCCN1CCNCC1